6-(2,6-Dimethylphenylimino)propyl-2-propionylpyridin CC1=C(C(=CC=C1)C)N=CCCC1=CC=CC(=N1)C(CC)=O